3-(2-((1R,5S)-7-(1,1-dioxidothiomorpholine-4-carbonyl)-3-oxa-7,9-diazabicyclo[3.3.1]nonan-9-yl)-1,1-difluoro-2-oxoethyl)-4-fluoro-N-(4-fluoro-3-methylphenyl)benzamide O=S1(CCN(CC1)C(=O)N1C[C@H]2COC[C@@H](C1)N2C(C(F)(F)C=2C=C(C(=O)NC1=CC(=C(C=C1)F)C)C=CC2F)=O)=O